CC1=NC(=CC=C1C1=NN2C(N(C3=C(C2=O)CN(C3=O)C(C)C)CC(=O)NC3=NC=C(C=C3)F)=C1)C 2-[2-(2,6-dimethylpyridin-3-yl)-5,8-dioxo-6-(propan-2-yl)-5,6,7,8-tetrahydro-4H-pyrazolo[1,5-a]pyrrolo[3,4-d]pyrimidin-4-yl]-N-(5-fluoropyridin-2-yl)acetamide